FC(C=1C2=CN(N=C2C(=C(C1)C1=CC=C(C=C1)C1CC(C1)CN1CCC(CC1)O)C)C(C(=O)OCC)C1=C2N(C=N1)C[C@@H](C2)F)F ethyl 2-[4-(difluoromethyl)-6-[4-[3-[(4-hydroxy-1-piperidyl)methyl]cyclobutyl]phenyl]-7-methyl-indazol-2-yl]-2-[(6R)-6-fluoro-6,7-dihydro-5H-pyrrolo[1,2-c]imidazol-1-yl]acetate